5-(((1s,4s)-4-Aminocyclohexyl)methyl)-7-((2-(trimethylsilyl)ethoxy)methyl)-5,7-diazaspiro[3.4]octane-6,8-dione NC1CCC(CC1)CN1C2(CCC2)C(N(C1=O)COCC[Si](C)(C)C)=O